acryloyl-Oxypropyldiethoxyethylsilane C(C=C)(=O)OCCC[SiH2]CC(OCC)OCC